C(C)OC(C(C)(C)OC1=C(C=C(C=C1C)N1CCN(CC1)C1=CC=C(C=C1)C(F)(F)F)C)=O 2-(2,6-dimethyl-4-(4-(4-(trifluoromethyl)phenyl)piperazin-1-yl)phenoxy)-2-methylpropanoic acid ethyl ester